2-iodo-1,3-dichlorobenzene IC1=C(C=CC=C1Cl)Cl